C1(=CC=CC2=CC=CC=C12)C=1C=C2C=CC(=C(C2=CC1)C1=C(C=CC2=CC(=CC=C12)C1=CC=CC2=CC=CC=C12)OCCO)OCCO 6,6'-bis-(1-naphthyl)-2,2'-bis-(2-hydroxyethoxy)-1,1'-binaphthyl